lead-zinc-gold-silver-copper [Cu].[Ag].[Au].[Zn].[Pb]